CN1C(N(C2=NC(=NC=C12)C1=C(C=CC=C1)OC(F)(F)F)CC1=CC=C(C=C1)C=1N(C=C(N1)C(F)(F)F)C)=O 7-methyl-9-(4-(1-methyl-4-(trifluoromethyl)-1H-imidazol-2-yl)benzyl)-2-(2-(trifluoromethoxy)phenyl)-7,9-dihydro-8H-purin-8-one